CC(C)=CCC\C(\C)=C/C=O (z)-citral